ClC1=CC2=C(N=CN(C2=O)CC2(CCN(CC2)C(C2=C(C(=CC=C2)F)F)=O)O)N1C1=CC=C(C=C1)[C@H]1NC[C@@H](OC1)C 6-chloro-3-((1-(2,3-difluorobenzoyl)-4-hydroxypiperidin-4-yl)methyl)-7-(4-((3r,6s)-6-methylmorpholin-3-yl)phenyl)-3,7-dihydro-4H-pyrrolo[2,3-d]pyrimidin-4-one